C(C)(C)(C)OC(=O)N1[C@H](CC2(CC1)OCCC1=C2SC=C1)C (2's)-2'-methyl-spiro[4,5-dihydrothieno[2,3-C]pyran-7,4'-piperidine]-1'-carboxylic acid tert-butyl ester